CC1=CC=C(CN2C(C3=CC=CC=C3C2=O)=O)C=C1 2-(4-methylbenzyl)-isoindoline-1,3-dione